methyl ((3-chloro-4-(2-chloro-3-(6-methoxy-5-(((((R)-5-oxopyrrolidin-2-yl)methyl)amino)methyl)pyridin-2-yl)phenyl)-5'-methoxy-[2,3'-bipyridin]-6'-yl)methyl)-L-homoserinate ClC=1C(=NC=CC1C1=C(C(=CC=C1)C1=NC(=C(C=C1)CNC[C@@H]1NC(CC1)=O)OC)Cl)C=1C=NC(=C(C1)OC)CN[C@@H](CCO)C(=O)OC